CC=1SC2=C(N1)C=C(C=C2)NC(C2=CC=CC=C2)=O N-(2-methylbenzo[d]thiazol-5-yl)benzamide